6-cyanopyridine-2-sulfonyl chloride C(#N)C1=CC=CC(=N1)S(=O)(=O)Cl